2-amino-9-((2R,3R,5S)-3-hydroxy-5-((R)-1-hydroxy-2-(methylthio)ethyl)tetrahydrofuran-2-yl)-7-(prop-2-yn-1-yl)-7,9-dihydro-8H-purin-8-one NC1=NC=C2N(C(N(C2=N1)[C@@H]1O[C@@H](C[C@H]1O)[C@H](CSC)O)=O)CC#C